COC=1N(C=C(N1)S(=O)(=N)C1=CC=C(C(=O)O)C=C1)COCC[Si](C)(C)C 4-[[2-methoxy-1-(2-trimethylsilylethoxymethyl)imidazol-4-yl]sulfonimidoyl]benzoic Acid